FC1=C(OC=2C=CC(=NC2)C(=O)C2=CNC3=NC=C(C(=C32)N[C@H]3CO[C@@H](CC3)CO)OC)C=CC=C1 (5-(2-fluorophenoxy)pyridin-2-yl)(4-(((3R,6S)-6-(hydroxymethyl)tetrahydro-2H-pyran-3-yl)amino)-5-methoxy-1H-pyrrolo[2,3-b]pyridin-3-yl)methanone